C(=O)[C@@H]1N(CC2=CC=CC(=C2C1)N1[C@@H](COCC1)C)C(=O)OC(C)(C)C tert-butyl (R)-3-formyl-5-((R)-3-methylmorpholino)-3,4-dihydroisoquinoline-2(1H)-carboxylate